O[C@@]1(C[C@@H](CC1)NC=1N=NC(=C2C1C=NC=C2)C2=C(C=C(C=C2)C(F)(F)F)O)C 2-[4-[[(1R,3S)-3-hydroxy-3-methyl-cyclopentyl]amino]pyrido[3,4-d]pyridazin-1-yl]-5-(trifluoromethyl)phenol